C(C)(=O)N1CCN(CC1)C1=CC=C(C=C1)NC1=NC=C(C(=N1)NCCOC)C(=O)N 2-(4-(4-acetylpiperazin-1-yl)phenylamino)-4-(2-methoxy-ethylamino)pyrimidine-5-carboxamide